C1(CCCCC1)C(COCC)(COCC)CCC(C)(F)F 2-cyclohexyl-2-(3,3-difluorobutyl)-1,3-diethoxypropane